1-(1-methyl-6-(1-(piperidin-4-ylmethyl)piperidin-4-yl)-1H-indazol-3-yl)dihydropyrimidine-2,4(1H,3H)-dione hydrochloride Cl.CN1N=C(C2=CC=C(C=C12)C1CCN(CC1)CC1CCNCC1)N1C(NC(CC1)=O)=O